tert-butyl 4-(2-(4-(2-(2,6-dioxopiperidin-3-yl)-1-oxoisoindolin-5-yl)piperidin-1-yl)acetyl)piperazine-1-carboxylate O=C1NC(CCC1N1C(C2=CC=C(C=C2C1)C1CCN(CC1)CC(=O)N1CCN(CC1)C(=O)OC(C)(C)C)=O)=O